4-methoxybenzyl-2,2,2-trichloroacetimidate COC1=CC=C(CN=C(C(Cl)(Cl)Cl)[O-])C=C1